C1(CC1)CN1C(C(=CC2=CN=C(C=C12)C=1C=NN(C1)C)C1=C(C(=CC(=C1F)OC)OC)F)=O 1-(cyclopropylmethyl)-3-(2,6-difluoro-3,5-dimethoxyphenyl)-7-(1-methyl-1H-pyrazol-4-yl)-1,6-naphthyridin-2(1H)-one